CN1CCN(CC1)CCOC1=C(C=C(C=C1)C)CC1=C(C=CC=C1)C 1-Methyl-4-(2-(4-methyl-2-(2-methylbenzyl)phenoxy)ethyl)piperazine